1,5-diphenyl-3-(4-tert-butyl-phenyl)-pyrazoline C1(=CC=CC=C1)N1NC(=CC1C1=CC=CC=C1)C1=CC=C(C=C1)C(C)(C)C